N=1N=CC=2C1NC(=CN2)N pyrazolo[3,4-b]Pyrazin-6-amine